2-bromo-N-(5-(3-((1-isopropylpiperidin-4-yl)methyl)ureido)-2-methylpyridin-3-yl)pyrazolo[5,1-b]thiazole-7-carboxamide BrC1=CN2C(S1)=C(C=N2)C(=O)NC=2C(=NC=C(C2)NC(=O)NCC2CCN(CC2)C(C)C)C